7-((1-(methylsulfonyl)piperidin-4-yl)amino)-1-(piperidin-1-yl)-2,6-naphthyridine-3-carbaldehyde CS(=O)(=O)N1CCC(CC1)NC1=NC=C2C=C(N=C(C2=C1)N1CCCCC1)C=O